(2S,5S)-4-(2-(R or S)-(difluoromethyl)-2-methylbutanoyl)-2,3,4,5-tetrahydro-2,5-methanopyrido[3,4-f][1,4]oxazepine-9-carbonitrile FC([C@@](C(=O)N1C[C@H]2OC3=C([C@@H]1C2)C=NC=C3C#N)(CC)C)F |o1:2|